ClC1=NC(=NC(=C1C(=O)[O-])Cl)C.[Li+] lithium 4,6-dichloro-2-methylpyrimidine-5-carboxylate